5-HYDROXYPIPERIDIN OC1CCCNC1